diethylaminohydroxybenzol hexyl-benzoate C(CCCCC)C1=C(C(=O)O)C=CC=C1.C(C)N(CC)C1=C(C=CC=C1)O